dansyl-L-methionine cyclohexylammonium salt C1(CCCCC1)[NH3+].S(=O)(=O)(C1=CC=CC=2C(N(C)C)=CC=CC12)N[C@@H](CCSC)C(=O)[O-]